FC(C1=CC=C(C=C1)C=1N=C2N(C=CC3=C2NC2=CC=CC=C32)C1)(F)F 2-(4-(Trifluoromethyl)phenyl)-11H-imidazo[1',2':1,2]pyrido[3,4-b]indole